2-(2,6-dioxopiperidin-3-yl)-4-(((1-(1-(1-methylpiperidine-4-carbonyl)piperidin-4-yl)-1H-pyrazol-4-yl)methyl)amino)isoindoline-1,3-dione O=C1NC(CCC1N1C(C2=CC=CC(=C2C1=O)NCC=1C=NN(C1)C1CCN(CC1)C(=O)C1CCN(CC1)C)=O)=O